tert-butyl (1-(4-(2-(2-aminopyridin-3-yl)-5-phenyl-3H-imidazo[4,5-b]pyridin-3-yl)benzyl)azepan-4-yl)carbamate NC1=NC=CC=C1C1=NC=2C(=NC(=CC2)C2=CC=CC=C2)N1C1=CC=C(CN2CCC(CCC2)NC(OC(C)(C)C)=O)C=C1